N1CC(C1)N1CCCCC1 1-(3-azetidinyl)piperidine